(R)-2-(8-bromoimidazo[1,2-a]pyridin-2-yl)-5-phenyl-4,5-dihydro-oxazole BrC=1C=2N(C=CC1)C=C(N2)C=2O[C@@H](CN2)C2=CC=CC=C2